(R)-Pyrrolidin-3-ylmethyl (7-fluoro-6-(8-methyl-2,3-dihydro-1H-pyrido[2,3-b][1,4]oxazin-7-yl)isoquinolin-3-yl)carbamate FC1=C(C=C2C=C(N=CC2=C1)NC(OC[C@H]1CNCC1)=O)C1=C(C2=C(OCCN2)N=C1)C